C1(=CC=CC=C1)OP(OC1=CC=CC=C1)(=O)CC1=CC(=C(C(=C1)C(C)(C)C)O)C(C)(C)C 3,5-di-tert-butyl-4-hydroxybenzylphosphonic acid diphenyl ester